Cl.NC=1C=C(C=O)C=CC1Br 3-AMINO-4-BROMO-BENZALDEHYDE HYDROCHLORIDE